tert-butylbismuthanethione C(C)(C)(C)[Bi]=S